bicyclo[1.1.1]Pentane-1-carboxylic acid C12(CC(C1)C2)C(=O)O